1,4-dichloro-2,5-difluorobenzene ClC1=C(C=C(C(=C1)F)Cl)F